FC=1C(=C(C(=O)O)C=CC1)O 3-fluoro-2-hydroxybenzoic acid